N-(3-carbamoyl-4-fluorophenyl)-2-[(4,4-difluorocyclohexyl)methyl]-4-(trifluoromethyl)pyrazole-3-carboxamide C(N)(=O)C=1C=C(C=CC1F)NC(=O)C=1N(N=CC1C(F)(F)F)CC1CCC(CC1)(F)F